tert-butyl 4-methyl-7-((6-(trifluoromethyl) pyridin-3-yl) oxy)-3,4-dihydroisoquinoline-2(1H)-carboxylate CC1CN(CC2=CC(=CC=C12)OC=1C=NC(=CC1)C(F)(F)F)C(=O)OC(C)(C)C